FC=1C=C(C=C(C1)C1=CC(=NC=C1)OC([2H])([2H])[2H])O 3-fluoro-5-(2-(methoxy-d3)pyridin-4-yl)phenol